C12(CC3CC(CC(C1)C3)C2)CON O-(1-adamantylmethyl)hydroxylamine